C12(CC(C1)C2)NC(=O)C=2C(N(C1=NC=C(C=C1C2)Br)CC2=CC=C(C=C2)F)=O N-(bicyclo[1.1.1]pent-1-yl)-6-bromo-1-(4-fluorophenylmethyl)-2-oxo-1,2-dihydro-1,8-naphthyridine-3-carboxamide